9,9',9'',9'''-(3-(6-phenylpyridin-2-yl)-6-(pyridin-4-yl)benzene-1,2,4,5-tetrayl)tetrakis(3,6-dimethyl-9H-carbazole) C1(=CC=CC=C1)C1=CC=CC(=N1)C=1C(=C(C(=C(C1N1C2=CC=C(C=C2C=2C=C(C=CC12)C)C)N1C2=CC=C(C=C2C=2C=C(C=CC12)C)C)C1=CC=NC=C1)N1C2=CC=C(C=C2C=2C=C(C=CC12)C)C)N1C2=CC=C(C=C2C=2C=C(C=CC12)C)C